S(=O)(=O)(O)C(CO)CO.[Na] sodium 2-sulfo-1,3-propylene glycol